OC1=CC=C(C=C1)C(N)C(=O)O 2D-p-hydroxyphenylglycine